C(CCC)N1CC=NC=C1 N-butyl-pyrazine